6-(2-fluoro-4-methyl-phenyl)-5-[6-[(3S)-1-(3-fluoropropyl)pyrrolidin-3-yl]oxy-3-pyridyl]-8,9-dihydro-7H-benzo[7]annulen-2-ol FC1=C(C=CC(=C1)C)C1=C(C2=C(CCC1)C=C(C=C2)O)C=2C=NC(=CC2)O[C@@H]2CN(CC2)CCCF